S1C(SCCC1)C(\C(=C\C=1C=CC=2N(C3=CC=CC=C3C2C1)CC)\C1=CC=CC=C1)=O (E)-1-(1,3-Dithian-2-yl)-3-(9-ethyl-9H-carbazol-3-yl)-2-phenylprop-2-en-1-one